O1CC=CC=2C1=CN=CC2 2H-pyrano[2,3-c]pyridine